9,10,15-trihydroxyhexadecanoic acid OC(CCCCCCCC(=O)O)C(CCCCC(C)O)O